N-(5-chloro-4-(5,5-dimethyl-5,6-dihydro-4H-pyrrolo[1,2-b]pyrazol-3-yl)pyridin-2-yl)-1-((2-(2,6-dioxopiperidin-3-yl)-7-fluoro-1,3-dioxoisoindoline-5-yl)methyl)piperidine-4-Formamide ClC=1C(=CC(=NC1)NC(=O)C1CCN(CC1)CC=1C=C2C(N(C(C2=C(C1)F)=O)C1C(NC(CC1)=O)=O)=O)C1=C2N(N=C1)CC(C2)(C)C